N-[(1S)-1-(dicyclopropylmethyl)-2-[[6-[3,5-dimethyl-1-(2-trimethylsilylethoxymethyl)pyrazol-4-yl]-5-hydroxy-3-pyridyl]amino]-2-oxo-ethyl]-2-isopropyl-pyrazole-3-carboxamide C1(CC1)C([C@@H](C(=O)NC=1C=NC(=C(C1)O)C=1C(=NN(C1C)COCC[Si](C)(C)C)C)NC(=O)C=1N(N=CC1)C(C)C)C1CC1